C1(=CC=CC2=CC=CC=C12)[C@@H](C)NC(=O)C1=C(C=CC=C1)CCNC(OC(C)(C)C)=O tert-Butyl N-[2-[2-[[(1R)-1-(1-naphthyl)ethyl]carbamoyl]phenyl]ethyl]carbamate